FC1=C(C=CC(=C1)C(C(=O)O)(C(C(=O)O)C)C)C1=CC=CC=C1 2-(2-fluoro-(1,1'-biphenyl)-4-yl)-2,3-dimethyl-succinic acid